C(C)OC(CCCN1CCN(CC1)C(=O)OC(C)(C)C)=O Tert-butyl 4-(4-ethoxy-4-oxobutyl)piperazine-1-carboxylate